2-amino-5-(4-(6-chloro-5-fluoroindolin-1-yl)quinazolin-6-yl)nicotinaldehyde NC1=C(C=O)C=C(C=N1)C=1C=C2C(=NC=NC2=CC1)N1CCC2=CC(=C(C=C12)Cl)F